4-(5-(3-chloro-5-(trifluoromethyl)phenyl)-5-(trifluoromethyl)-4,5-dihydroisoxazol-3-yl)-2-methylbenzamide ClC=1C=C(C=C(C1)C(F)(F)F)C1(CC(=NO1)C1=CC(=C(C(=O)N)C=C1)C)C(F)(F)F